N-(3-(3-(9H-purin-6-yl)pyridin-2-ylamino)-4-methylphenyl)-6-(trifluoromethyl)picolinamide N1=CN=C2NC=NC2=C1C=1C(=NC=CC1)NC=1C=C(C=CC1C)NC(C1=NC(=CC=C1)C(F)(F)F)=O